FC(C(C(C(C(C(C(C(F)(F)F)(F)F)(F)F)(F)F)(F)F)(F)F)(F)F)(C(=O)[O-])F.C(C)(C)(C)C1=CC=C(C=C1)[I+]C1=CC=C(C=C1)C(C)(C)C bis(4-t-butylphenyl)iodonium perfluoro-n-octanecarboxylate